FC=1C=CC2=C(OCC(N2)=O)C1 7-fluoro-2H-benzo[b][1,4]oxazin-3(4H)-one